FC(C(=O)N1CC(C1)N1N=C(C2=NC=CC(=C21)C=2C=NC=CC2)C2=CC=C(C=C2)C(F)(F)F)=C 2-fluoro-1-(3-(7-(pyridin-3-yl)-3-(4-(trifluoromethyl)phenyl)-1H-pyrazolo[4,3-b]pyridin-1-yl)azetidin-1-yl)prop-2-en-1-one